C(#N)C1(CN(C1)C1=C2C=C(N=CC2=CC(=N1)C1=C(C(=CC(=C1Cl)OC)OC)Cl)N[C@H]1[C@H](COC1)NC(C=C)=O)C N-((3R,4S)-4-((5-(3-cyano-3-methylazetidin-1-yl)-7-(2,6-dichloro-3,5-dimethoxyphenyl)-2,6-naphthyridin-3-yl)amino)tetrahydrofuran-3-yl)acrylamide